3-(4-acetamidophenyl)-N-(2,4-dichlorophenyl)-N-methyl-imidazo[1,2-a]pyrazine-6-carboxamide C(C)(=O)NC1=CC=C(C=C1)C1=CN=C2N1C=C(N=C2)C(=O)N(C)C2=C(C=C(C=C2)Cl)Cl